3,3'-m-Phenylenebis[1-(2-hydroxyphenyl)-2-propene-1-one] C1(=CC(=CC=C1)C=CC(=O)C1=C(C=CC=C1)O)C=CC(=O)C1=C(C=CC=C1)O